6-((6-aminopyrimidin-4-yl)amino)-1',8-dimethyl-2H-spiro[imidazo[1,5-a]pyridine-3,4'-piperidine]-1,5-dione hydrochloride Cl.NC1=CC(=NC=N1)NC1=CC(=C2N(C1=O)C1(CCN(CC1)C)NC2=O)C